6-[1-(2,2-difluoroethyl)-1H-pyrazolo[3,4-b]pyrazin-6-yl]-2-[2-(trifluoromethyl)pyridin-4-yl]-2,6-diazaspiro[3.4]octane FC(CN1N=CC=2C1=NC(=CN2)N2CC1(CN(C1)C1=CC(=NC=C1)C(F)(F)F)CC2)F